C1=CC=CC=2C3=CC=CC=C3C(C12)COC(=O)N[C@H](C(=O)O)CC1=CNC2=NC=C(C=C21)Cl (S)-2-((((9H-fluoren-9-yl)methoxy)carbonyl)amino)-3-(5-chloro-1H-pyrrolo[2,3-b]pyridin-3-yl)propanoic acid